C1(CC1)CNC1=NN2C(C=N1)=C(C=C2)C=2C=C1C(=NC2)N=C(N1C1CCOCC1)C N-(cyclopropylmethyl)-5-(2-methyl-1-(tetrahydro-2H-pyran-4-yl)-1H-imidazo[4,5-b]pyridin-6-yl)pyrrolo[2,1-f][1,2,4]triazin-2-amine